FC=1C=C2CN(CC2=CC1)C1=NC=2N(C(=C1)C=1C=NNC1)N=C(C2C(C)C)C(=O)NC2=CC(=CC=C2)N2CCOCC2 5-(5-fluoroisoindolin-2-yl)-3-isopropyl-N-(3-morpholinophenyl)-7-(1H-pyrazol-4-yl)pyrazolo[1,5-a]pyrimidine-2-carboxamide